methyl 3-(3-(4-(aminomethyl) phenyl) ureido)-2-methylbenzoate NCC1=CC=C(C=C1)NC(NC=1C(=C(C(=O)OC)C=CC1)C)=O